2-hexyldecyl-7-((5-hydroxy-pentyl)amino)-heptanoate C(CCCCC)C(COC(CCCCCCNCCCCCO)=O)CCCCCCCC